7-bromo-2-iodo-N-isopropylthieno[3,2-b]pyridin-5-amine BrC1=C2C(=NC(=C1)NC(C)C)C=C(S2)I